3-bromodihydroxypyridine BrC=1C(=NC=CC1O)O